silver-gold-platinum-palladium [Pd].[Pt].[Au].[Ag]